(Z)-2-styrylbenzoic acid methyl ester COC(C1=C(C=CC=C1)\C=C/C1=CC=CC=C1)=O